2-(5-chloro-1-isopropyl-1H-imidazo[4,5-b]pyridin-2-yl)-3-methyl-5-(trifluoromethyl)phenol ClC1=CC=C2C(=N1)N=C(N2C(C)C)C2=C(C=C(C=C2C)C(F)(F)F)O